C1(CC1)N1N=CC(=CC1=O)S(=O)(=O)Cl 1-cyclopropyl-6-oxo-1,6-dihydropyridazine-4-sulfonyl chloride